C(#N)C=1C(=NC(=NC1)N[C@H]1C[C@H](CCC1)N1CC2=CC=C(C=C2C1=O)NC(C=C)=O)OC N-(2-((1S,3R)-3-((5-cyano-4-methoxypyrimidin-2-yl)amino)cyclohexyl)-3-oxoisoindolin-5-yl)acrylamide